C(CCCC(=O)[O-])(=O)OC1CC(CCC1C(C)C)C 3-menthyl glutarate